6-nitronaphthalene [N+](=O)([O-])C=1C=C2C=CC=CC2=CC1